((((2R,3S,4R,5R)-5-(2,4-dioxo-3,4-dihydropyrimidin-1(2H)-yl)-3-hydroxy-4-methoxytetrahydrofuran-2-yl)oxy)methyl)phosphonate O=C1N(C=CC(N1)=O)[C@H]1[C@@H]([C@@H]([C@H](O1)OCP([O-])([O-])=O)O)OC